FC1=C(C(=C(C(=C1C1=CC(=CC(=C1)C(F)(F)F)C(F)(F)F)F)F)F)F pentafluoro-3',5'-bistrifluoromethyl-1,1'-biphenyl